3-((3,5-difluorophenyl)amino)-5-cyano-benzo[d]isothiazole 1,1-dioxide FC=1C=C(C=C(C1)F)NC1=NS(C2=C1C=C(C=C2)C#N)(=O)=O